N1=CNN2C=NC=3C(=C21)C=NN3 pyrazolo[4,3-e][1,2,4]triazolo[1,5-c]pyrimidin